(R)-1-(3-(3-chloro-6-(1-cyclopropyl-1H-pyrazol-4-ylamino)-1H-pyrazolo[3,4-d]pyrimidin-4-ylamino)piperidin-1-yl)prop-2-en-1-one ClC1=NNC2=NC(=NC(=C21)N[C@H]2CN(CCC2)C(C=C)=O)NC=2C=NN(C2)C2CC2